N,N-di(2,3-epoxypropyl)propylamine C(C1CO1)N(CC1CO1)CCC